NC1=C(C=C(C2=CC=CC=C12)S(=O)(=O)O)N=NC=1C=NC(=CC1)C1=C(C=CC=C1)OC1=CC=CC=C1 4-amino-3-[6-(2-phenoxyphenyl)pyridine-3-ylazo]naphthalene-1-sulfonic acid